CC1(SC2=C(C(N1)=O)C=CC=C2C)C 2,2,8-trimethyl-3H-1,3-benzothiazin-4-one